FC(OC=1C=C2CC(COC2=CC1)C(=O)O)(F)F 6-trifluoromethoxychroman-3-carboxylic acid